12-(1H-imidazol-5-yl)-11-[3-(trifluoromethyl)-1H-1,2,4-triazol-5-yl]-1,8,10-triazatricyclo[7.3.0.03,7]dodeca-2,7,9,11-tetraene N1C=NC=C1C1=C(N=C2N=C3CCCC3=CN12)C1=NC(=NN1)C(F)(F)F